(R)-1-(6-Bromo-4-methylpyridin-2-yl)ethan-1-amine hydrochloride Cl.BrC1=CC(=CC(=N1)[C@@H](C)N)C